C(C1=CC=CC=C1)[Si](C)(C)CC1(C(N2C(C=3C=CC=CC13)=NC1=C2C=CC=C1)=O)C 5-((benzyldimethylsilyl)methyl)-5-methylbenzo[4,5]imidazo[2,1-a]isoquinolin-6(5H)-one